NC1=NN(C2=C(C=C(C(=C12)OC1=C(C=CC(=C1)F)Cl)NC(C1=CC(=CC(=C1)C(F)(F)F)F)=O)C#CC1=NC=CC=C1)CCOC1OCCCC1 N-[3-amino-4-(2-chloro-5-fluorophenoxy)-1-[2-(oxan-2-yloxy)ethyl]-7-[2-(pyridin-2-yl)ethynyl]indazol-5-yl]-3-fluoro-5-(trifluoromethyl)benzamide